p-coumaric acid amide C(\C=C\C1=CC=C(C=C1)O)(=O)N